[Si](C)(C)(C)O[Si](C)(C)C trimethylsilyl (TMS) ether